BrC=1C=C2C(=NC1)N(CC2(C)C)C(=O)OCCCC butyl 5-bromo-3,3-dimethyl-2,3-dihydro-1H-pyrrolo[2,3-b]pyridine-1-carboxylate